4-(2-hydroxyethyl)sulfonamido-6-(6-azaspiro[2.5]octan-6-yl)benzamide OCCS(=O)(=O)NC1=CC=C(C(=O)N)C(=C1)N1CCC2(CC2)CC1